2-{4-[2-(5-methyl-3-trifluoromethyl-pyrazol-1-yl)-acetyl]-piperazin-1-yl}-5,6-dihydro-4H-benzothiazol-7-one-O-(2-bromo-5-fluoro-benzyl) oxime BrC1=C(CON=C2CCCC=3N=C(SC32)N3CCN(CC3)C(CN3N=C(C=C3C)C(F)(F)F)=O)C=C(C=C1)F